FC1=C(C=CC(=N1)C(=O)NC)N1CCN(CC1)CC=1C=C2NC(C(=NC2=C(C1)C1=CC(=CC=C1)F)C)=O 6-fluoro-5-(4-((8-(3-fluorophenyl)-2-methyl-3-oxo-3,4-dihydroquinoxalin-6-yl)methyl)piperazin-1-yl)-N-methylpyridineamide